1,4-Epidioxy-p-mentha-2,8-diene C12(C=CC(CC1)(C(=C)C)OO2)C